ClC=1N=CC2=CC(=CC=C2C1)C(=O)OC methyl 3-chloroisoquinoline-7-carboxylate